N1C=CCC=2C(CCCC12)=O 4,6,7,8-tetrahydro-1H-quinolin-5-one